ClC1=C2N=CC(N(C2=CC=C1[N+](=O)[O-])[C@@H](C)C1=CC(=CC=C1)OC(F)(F)F)=O 5-chloro-6-nitro-1-[(1S)-1-[3-(trifluoromethoxy)phenyl]ethyl]quinoxalin-2-one